2,2-difluoro-4-phenyl-3,4-dihydrophenanthrene FC1(CC=2C=CC3=CC=CC=C3C2C(C1)C1=CC=CC=C1)F